OC1=CC=C(C=C1)CCN1CCN(CC1)CC1CCN(CC1)C(=O)OC(C)(C)C tert-butyl 4-[[4-[2-(4-hydroxyphenyl)ethyl] piperazin-1-yl]methyl]piperidine-1-carboxylate